2-(7-((2s,5r)-2,5-dimethyl-4-(1-(quinoxalin-6-yl)ethyl)piperazin-1-yl)-4-methyl-1-methyl-5-oxo-4,5-dihydro-2H-pyrazolo[4,3-d]Pyrimidin-2-yl)acetonitrile C[C@@H]1N(C[C@H](N(C1)C(C)C=1C=C2N=CC=NC2=CC1)C)C=1C2=C(N(C(N1)=O)C)CN(N2C)CC#N